C(C)(=O)OC1=C2C(C=C(OC2=CC(=C1)OC(C)=O)C1=CC=CC=C1)=O 4-oxo-2-phenyl-4H-chromen-5,7-diyl diacetate